tert-butyl (Z)-(hept-6-enamido(methylthio)methylene)carbamate C(CCCCC=C)(=O)N/C(/SC)=N/C(OC(C)(C)C)=O